Triethylethanetricarboxylate C(C)C(C(C(=O)[O-])(C(=O)[O-])C(=O)[O-])(CC)CC